(S,E)-1-(2-((5-Fluoropyridin-3-yl)methoxy)-4-(2-(2-methyl-[1,1'-biphenyl]-3-yl)vinyl)-5-(trifluoromethyl)benzyl)piperidine-2-carboxylic acid FC=1C=C(C=NC1)COC1=C(CN2[C@@H](CCCC2)C(=O)O)C=C(C(=C1)\C=C\C=1C(=C(C=CC1)C1=CC=CC=C1)C)C(F)(F)F